BrC1=C(C=CC=C1)[C@H]1OCCN(C1)C=1C2=C(N=C(N1)N)C=CN2 |r| (R/S)-4-(2-(2-bromophenyl)morpholino)-5H-pyrrolo[3,2-d]pyrimidin-2-amine